COC1=CC=C(CSC=2N=C3N(C=CN=C3)C2)C=C1 2-((4-methoxybenzyl)thio)imidazo[1,2-a]pyrazine